ClC1=CC(=C(C=C1)C1=C2C(=C(N=N1)N[C@H]1CN(CCC1)C)C=NC=C2)F 1-(4-chloro-2-fluorophenyl)-N-[(3R)-1-methylpiperidin-3-yl]pyrido[3,4-d]pyridazin-4-amine